3-(2-Chloro-4-hydroxy-phenyl)-[1,4]oxazepane-4-carboxylic Acid Tert-butyl Ester C(C)(C)(C)OC(=O)N1C(COCCC1)C1=C(C=C(C=C1)O)Cl